CC1=C(C=2N(C=C1C1=C(C=3N=C(SC3N1)C1CCC(CC1)N1CCC3(COC3)CC1)C(C)C)N=CN2)C 7-(4-(5-(7,8-dimethyl-[1,2,4]triazolo[1,5-a]pyridin-6-yl)-6-isopropyl-4H-pyrrolo[3,2-d]thiazol-2-yl)cyclohexyl)-2-oxa-7-azaspiro[3.5]nonane